COC=1C=C2CCN([C@@H](C2=CC1OC)CCC1=CNC2=CC(=CC=C12)C)C=O (R)-6,7-dimethoxy-1-(2-(6-methyl-1H-indol-3-yl)ethyl)-3,4-dihydroisoquinoline-2(1H)-formaldehyde